NC=1C=NN(C1)CC1CCN(CC1)C(=O)OC(C)(C)C tertbutyl 4-[(4-aminopyrazol-1-yl)methyl]piperidine-1-carboxylate